NC=1C=CC(=NC1)OC1C2C3=C(C1CC2)C=C(C=C3)OC3=NC=C(C=C3)N 3,6-bis(5-aminopyridine-2-oxy)benzonorbornene